6-{1H-pyrrolo[2,3-b]pyridine-3-yl}quinoline-3-amine N1C=C(C=2C1=NC=CC2)C=2C=C1C=C(C=NC1=CC2)N